N(=N\C(=O)OCC)/C(=O)OCC Diethyl (E)-diazene-1,2-dicarboxylate